benzyl 4-(piperazin-1-yl)piperidine-1-carboxylate N1(CCNCC1)C1CCN(CC1)C(=O)OCC1=CC=CC=C1